2-chloro-N-[(3R,4S)-1-(3,3-difluorocyclobutanecarbonyl)-4-fluoropyrrolidin-3-yl]-4-fluorobenzamide ClC1=C(C(=O)N[C@@H]2CN(C[C@@H]2F)C(=O)C2CC(C2)(F)F)C=CC(=C1)F